C1(=CC=CC=C1)C(C)C1=C(C=CC2=CC=CC=C12)O 1-(1-phenylethyl)-2-naphthol